5-{6-[2-(4,5-Difluoro-7-methoxy-2-methyl-benzofuran-3-yl)-ethylamino]-pyrimidin-4-yl}-3-ethoxy-thiophen FC1=C(C=C(C2=C1C(=C(O2)C)CCNC2=CC(=NC=N2)C2=CC(=CS2)OCC)OC)F